[Pd](Cl)Cl.C1(=CC=CC=C1)P(C1=CC=CC=C1)[C-]1C=CC=C1.[C-]1(C=CC=C1)P(C1=CC=CC=C1)C1=CC=CC=C1.[Fe+2] bis(diphenylphosphino)ferrocene palladium chloride